NCCC1C=NC2=CC=C(C=C12)O 3-(2-aminoethyl)-3H-indol-5-ol